CS(=O)(=O)C1=CC=C(C=C1)NC=O N-(4-(methylsulfonyl)phenyl)carboxamide